((1R,2S)-2-aminocyclohexyl)-9-isopropyl-9H-purine-2,6-diamine N[C@@H]1[C@@H](CCCC1)C=1N(C2=NC(=NC(=C2N1)N)N)C(C)C